FC(C=1C=C(CCN)C=CC1)(F)F 3-(trifluoromethyl)-phenethylamine